C(C)(C)(C)OC(=O)N1C(COCC1)CCCN1C(NC(C=C1Cl)=O)=O (3-(6-chloro-2,4-dioxo-3,4-dihydropyrimidin-1(2H)-yl)propyl)morpholine-4-carboxylic acid tert-butyl ester